6-methoxyoctahydro-1H-4,7-methanoindene-1-carbaldehyde COC1CC2C3CCC(C3C1C2)C=O